N1(N=CC=C1)C1=CC=C(C=C1)NC1CCC(CC1)N N1-(4-(1H-pyrazol-1-yl)phenyl)cyclohexane-1,4-diamine